BrC=1C=C(C(=NC1)N(C)C)OC 5-bromo-3-methoxy-N,N-dimethylpyridin-2-amine